OC1=C(C2=C(N(C1=O)CC=1C=NN(C1)CC=1N=C3N(C=CN=C3)C1)C=CS2)C(=O)O 6-hydroxy-4-{[1-(imidazo[1,2-a]pyrazin-2-ylmethyl)-1H-pyrazol-4-yl]methyl}-5-oxo-4,5-dihydrothieno[3,2-b]pyridine-7-carboxylic acid